6-bromo-8-chloro-3-(3-fluorophenyl)-3-methyl-2H-imidazo[1,5-a]pyridine-1,5-dione BrC1=CC(=C2N(C1=O)C(NC2=O)(C)C2=CC(=CC=C2)F)Cl